2-(methacryloyloxymethyl)-4-trifluoromethyloctane C(C(=C)C)(=O)OCC(C)CC(CCCC)C(F)(F)F